ClC=1C(=NC(=NC1)NC=1C(=CC(=C(C1)NC(C1=C(C=CC=C1)C)=O)N1CCC(CC1)N1CCN(CC1)C)OC)NC1=C(C=CC=C1)P(=O)(C)C N-(5-((5-chloro-4-((2-(dimethylphosphoryl)phenyl)amino)pyrimidin-2-yl)amino)-4-methoxy-2-(4-(4-methylpiperazin-1-yl)piperidin-1-yl)phenyl)-2-methylbenzamide